ClC1=C(C=C(C=C1)F)C=1C=NC(=NC1)NC1C[C@@H]2[C@@H](CN(C2)CC2=NN(C(=C2)C)C)C1 (3aR,5s,6aS)-N-(5-(2-chloro-5-fluorophenyl)pyrimidin-2-yl)-2-((1,5-dimethyl-1H-pyrazol-3-yl)methyl)octahydrocyclopenta[c]pyrrol-5-amine